rac-{[(3aR,4S,6aS)-1-(7,8-Dihydrofuro[3,2-e][1,3]benzothiazol-2-yl)-2-oxohexahydrocyclopenta[d]imidazol-4-yl](methyl)amino}acetonitrile N1=C(SC2=C1C1=C(C=C2)OCC1)N1C(N[C@H]2[C@@H]1CC[C@@H]2N(C)CC#N)=O |r|